[Na].[N+](=O)([O-])C=1C=C(C=CC1)O 3-nitrophenol sodium salt